((2R,6S)-6-((benzyloxy)methyl)morpholin-2-yl)((S)-6,8-dichloro-1-methyl-3,4-dihydroisoquinolin-2(1H)-yl)methanone trifluoroacetic acid salt FC(C(=O)O)(F)F.C(C1=CC=CC=C1)OC[C@H]1O[C@H](CNC1)C(=O)N1[C@H](C2=C(C=C(C=C2CC1)Cl)Cl)C